(R)-N-(1-cyanopyrrolidin-3-yl)-4-morpholinobenzamide C(#N)N1C[C@@H](CC1)NC(C1=CC=C(C=C1)N1CCOCC1)=O